CC1=C(C(=NO1)C=1C=NC(=CC1)C)COC=1N=CC(=NC1)C(=O)N[C@H]1COCC1 (R)-5-((5-Methyl-3-(6-methylpyridin-3-yl)isoxazol-4-yl)methoxy)-N-(tetrahydrofuran-3-yl)pyrazin-2-carboxamid